(S)-N-(7-chloro-6-(1-((3R,4R)-4-hydroxy-3-methyltetrahydrofuran-3-yl)piperidin-4-yl)isoquinolin-3-yl)-2,2-dimethylcyclopropane-1-carboxamide ClC1=C(C=C2C=C(N=CC2=C1)NC(=O)[C@@H]1C(C1)(C)C)C1CCN(CC1)[C@@]1(COC[C@@H]1O)C